NC1=NC=2C=CC(=CC2C2=C1C=NN2C)C(=O)N(OCC2=CC=C(C=C2)F)CC2=NC=C(C=C2)Br 4-amino-N-((5-bromopyridin-2-yl)methyl)-N-((4-fluorobenzyl)oxy)-1-methyl-1H-pyrazolo[4,3-c]quinoline-8-carboxamide